C(C)OC(=O)C12C3(CC(CC2)(C2(OCCO2)C1)C(NCC1=NC=CN=C1Cl)=O)OCCO3.FC3=CC(=C(C=C3)C)C(F)(F)F 4-fluoro-1-methyl-2-(trifluoromethyl)benzene ethyl-4'-(((3-chloropyrazin-2-yl)methyl)carbamoyl)dispiro[[1,3]dioxolane-2,2'-bicyclo[2.2.2]octane-5',2''-[1,3]dioxolane]-1'-carboxylate